Cl.N[C@@H](C(=O)OC)CNC(C1=CC(=CC(=C1)F)C1=C(C=NN1CC)Cl)=O (R)-methyl 2-amino-3-(3-(4-chloro-1-ethyl-1H-pyrazol-5-yl)-5-fluorobenzamido)propanoate hydrochloride